OCCC1(CN(CC1)C1=NC=C(C=N1)C1=CC2=C(N=C3COC[C@@H](N32)C3=CC=CC=C3)C=C1)O 3-(2-hydroxyethyl)-1-(5-((S)-4-phenyl-3,4-dihydro-1H-benzo[4,5]imidazo[2,1-c][1,4]oxazin-7-yl)pyrimidin-2-yl)pyrrolidin-3-ol